2-(2-((5-(3-(aminomethyl)phenyl)-7-(2,6-dimethylphenyl)benzofuran-3-yl)methoxy)phenyl)acetic acid NCC=1C=C(C=CC1)C=1C=C(C2=C(C(=CO2)COC2=C(C=CC=C2)CC(=O)O)C1)C1=C(C=CC=C1C)C